OC1=CC=C(C=C1)C(C1=CC=C(C=C1)O)C1=CC=C(C=C1)O tris-(p-hydroxyphenyl)methane